di(2-ethylhexyloxy)phosphonoglycolic acid C(C)C(COOP(=O)(OOCC(CCCC)CC)OCC(=O)O)CCCC